(S)-1-[2-(Benzo[d]isoxazol-3-yl)phenyl]-2-[6-(2-hydroxyethyl)pyridine-2-yl]ethan-1-amine O1N=C(C2=C1C=CC=C2)C2=C(C=CC=C2)[C@H](CC2=NC(=CC=C2)CCO)N